CN(C)CC1=C(C=CC(=N1)NC=1C2=C(C(=NC1)C1=C3C(=NC=C1)N(C=C3)C)CNC2=O)N2CCOC3(CC3)C2 7-((6-((dimethylamino)-methyl)-5-(4-oxa-7-azaspiro[2.5]octan-7-yl)pyridin-2-yl)amino)-4-(1-methyl-1H-pyrrolo[2,3-b]pyridin-4-yl)-2,3-dihydro-1H-pyrrolo[3,4-c]pyridin-1-one